S1C=2N(N=C1)C=C(N2)CC2C(N1C(CN3C(C1=O)=CC(C(=C3)C(=O)N)=O)O2)C imidazo[2,1-b][1,3,4]thiadiazol-6-ylmethyl-3-methyl-5,7-dioxo-2,3,5,7,11,11a-hexahydro[1,3]oxazolo[3,2-a]pyrido[1,2-d]pyrazine-8-carboxamide